N1(CCCC1)CCCOC1=CC(=CC=2C=COC21)NC(OC(C)(C)C)=O tert-butyl N-[7-(3-pyrrolidin-1-ylpropoxy)benzofuran-5-yl]carbamate